NC1=CC=CC(=N1)OCCCC1CN(CCC1)C1=C(C(=O)O)C=CC(=C1)Br 2-(3-(3-((6-aminopyridin-2-yl)oxy)propyl)piperidin-1-yl)-4-bromobenzoic acid